NC1=NNC(=C1[N+](=O)[O-])N 3,5-diamino-4-nitro-1H-pyrazole